C(C)(C)(C)C1C=2C=C(C(N(C2C2=C(C1)N1C(=N2)C(=CC(=C1)OC)OC(F)F)CC1=C(C=C(C=C1)OC)OC)=O)C(=O)OC methyl 5-(tert-butyl)-11-(difluoromethoxy)-1-(2,4-dimethoxybenzyl)-9-methoxy-2-oxo-1,2,5,6-tetrahydropyrido[2',1':2,3]imidazo[4,5-h]quinoline-3-carboxylate